N1C(=NC2=C1C=CC=C2)N2N=CC(=C2O)CCC2CCOCC2 1-(1H-1,3-benzodiazol-2-yl)-5-hydroxy-4-[2-(oxan-4-yl)ethyl]-1H-pyrazol